7-Bromo-5-(2-(cyclopentylamino)pyridin-4-yl)-1H-indazol-3-amine BrC=1C=C(C=C2C(=NNC12)N)C1=CC(=NC=C1)NC1CCCC1